N1=CC=C(C=C1)C(CC)O pyridine-4-Yl-propan-1-ol